(6-(2-((cis-3-(dimethylamino)cyclobutyl)amino)pyrrolo[2,1-f][1,2,4]triazin-5-yl)imidazo[1,2-a]pyridin-3-yl)(pyrrolidin-1-yl)methanone CN([C@H]1C[C@H](C1)NC1=NN2C(C=N1)=C(C=C2)C=2C=CC=1N(C2)C(=CN1)C(=O)N1CCCC1)C